3-amino-2'-chloro-[1,1'-biphenyl]-4-carboxylate NC=1C=C(C=CC1C(=O)[O-])C1=C(C=CC=C1)Cl